(E)-1-amino-4-(4-chlorophenyl)-3-(4-chlorophenyl)but-3-en-2-one hydrochloride Cl.NCC(\C(=C\C1=CC=C(C=C1)Cl)\C1=CC=C(C=C1)Cl)=O